O1C=C(C=C1)C1=CC=CC=2N1N=C(N2)C(=O)N[C@@H]2C(N(C=1N(CC2)N=CC1)C)=O (S)-5-(furan-3-yl)-N-(4-methyl-5-oxo-5,6,7,8-tetrahydro-4H-pyrazolo[1,5-a][1,3]diazepin-6-yl)-[1,2,4]triazolo[1,5-a]pyridine-2-carboxamide